N-(1-(pyridin-3-yl)cyclopropyl)acetamide N1=CC(=CC=C1)C1(CC1)NC(C)=O